(E)-1-(naphthalen-2-yl)-3-(trimethylsilyl)prop-2-en-1-one C1=C(C=CC2=CC=CC=C12)C(\C=C\[Si](C)(C)C)=O